[O-2].[Fe+2].[La+3] lanthanum-iron oxide